FC1=C(C(=C(C(=C1F)Cl)F)F)Cl 2,3,5,6-tetrafluoro-1,4-dichlorobenzene